Melissoyl-(melissic acid) C(CCCCCCCCCCCCCCCCCCCCCCCCCCCCC)(=O)C(C(=O)O)CCCCCCCCCCCCCCCCCCCCCCCCCCCC